(R or S)-N-[6-(2,2-Difluoro-1-hydroxyethyl)-2-phenyl-2H-indazol-3-yl]-2-fluoro-5-pyrimidin-2-yl-4-(trifluoromethyl)benzamide FC([C@H](O)C=1C=CC2=C(N(N=C2C1)C1=CC=CC=C1)NC(C1=C(C=C(C(=C1)C1=NC=CC=N1)C(F)(F)F)F)=O)F |o1:2|